C(C1=CC=CC=C1)OC=1C(C(=CN2C1C(N1C3(CCC[C@H]2C1)CC3)=O)C(=O)NCC3=C(C=C(C=C3F)F)F)=O (7'S)-12'-(benzyloxy)-1',11'-dioxo-N-(2,4,6-trifluorobenzyl)-1',4',5',6',7',11'-hexahydrospiro[cyclopropane-1,3'-[2,7]methanopyrido[1,2-a][1,4]diazonine]-10'-carboxamide